2-Amino-4-[5-fluoro-1-[3-[(2S)-2-hydroxypropyl]-3,8-diazabicyclo[3.2.1]oct-8-yl]-3-methoxy-7,9-dihydrofuro[3,4-f]quinazolin-6-yl]benzothiophene-3-carbonitrile NC=1SC2=C(C1C#N)C(=CC=C2)C=2C1=C(C=3C(=NC(=NC3C2F)OC)N2C3CN(CC2CC3)C[C@H](C)O)COC1